O1N(CC1)C(=O)C1=CC=C(C=C1)N\C(=C\1/C(NC2=CC(=CC=C12)C(=O)OC)=O)\C1=CC=CC=C1 (Z)-Methyl 3-(((4-(1,2-oxazetidine-2-carbonyl)phenyl)amino)(phenyl)methylene)-2-oxoindoline-6-carboxylate